COC(CCCCC\C=C/CCCCCCCCOCC(COCCCCCCCCCC)N(C)C)=O (Z)-methyl-16-(3-(decyloxy)-2-(dimethylamino)propoxy)hexadec-7-enoate